α-Asaron C\C=C\C1=C(OC)C=C(OC)C(OC)=C1